5-[3-(2-chloropyridin-3-yl)-1,2,4-oxadiazol-5-yl]-1-(cyclopropyl-methyl)-1H-1,2,3-benzotriazole ClC1=NC=CC=C1C1=NOC(=N1)C1=CC2=C(N(N=N2)CC2CC2)C=C1